C(C1=CC=CC=C1)N1C(=C(CC1)CCCB1OC(C(O1)(C)C)(C)C)C 1-benzyl-2-methyl-3-(3-(4,4,5,5-tetramethyl-1,3,2-dioxaborolan-2-yl)propyl)-4,5-dihydro-1H-pyrrole